ClC=1C=C(C(=O)N[C@@H](C)C2=NC=NN2C2=NC=C(C=C2)C#N)C=C(C1)C1(CC1)C#N 3-chloro-5-(1-cyanocyclopropyl)-N-{(1S)-1-[1-(5-cyanopyridin-2-yl)-1H-1,2,4-triazol-5-yl]Ethyl}benzamide